mono-2-ethylhexylphosphonate C(C)C(CP([O-])([O-])=O)CCCC